NC=1N=C(SC1C(C1=CC=C(C=C1)OCCO)=O)N(C1=CC=C(C=C1)F)C(C(=O)N)C (N-[4-amino-5-[4-(2-hydroxyethoxy)benzoyl]thiazol-2-yl]-4-fluoro-anilino)propanamide